tert-butyl (R)-2-((tert-butoxycarbonyl)amino)-3-(3-ethylbenzamido)propanoate tert-butyl-(R)-2-((tert-butoxycarbonyl)amino)-3-(3-fluoro-5-methoxybenzamido)propanoate C(C)(C)(C)OC([C@@H](CNC(C1=CC(=CC(=C1)OC)F)=O)NC(=O)OC(C)(C)C)=O.C(C)(C)(C)OC(=O)N[C@@H](C(=O)OC(C)(C)C)CNC(C1=CC(=CC=C1)CC)=O